CN(C(=O)N1CCO[C@@H]2C=3C=C(C=NC3CC[C@@H]21)C#CC2=CC=CC=C2)C |r| (rac)-cis-N,N-Dimethyl-9-(phenylethynyl)-4a,5,6,10b-tetrahydro-2H-[1,4]oxazino[2,3-f]quinoline-4(3H)-carboxamide